1-(2,3-dichlorophenyl)-N-methylmethanamine ClC1=C(C=CC=C1Cl)CNC